FC(CN1C(=NC=2C1=NC(=CC2)C=2C=CN1N=C(N=C(C12)NC)NC1CCC2(OCCO2)CC1)C)F 5-(3-(2,2-Difluoroethyl)-2-methyl-3H-imidazo[4,5-b]pyridin-5-yl)-N4-methyl-N2-(1,4-dioxaspiro[4.5]decan-8-yl)pyrrolo[2,1-f][1,2,4]triazine-2,4-diamine